5-(2-((tert-Butoxycarbonyl)amino)ethoxy)pentanoic acid methyl ester COC(CCCCOCCNC(=O)OC(C)(C)C)=O